NC=1C(=C(C(=NC1)C)C1=CC=CC=C1)NCC1=CC(=C(C=C1)S(=O)(=O)N)C 4-(((5-amino-2-methyl-3-phenylpyridin-4-yl)amino)methyl)-2-methylbenzenesulfonamide